C1(CC1)N1C(CNCC1)=O 1-cyclopropyl-piperazin-2-one